FC1(CCC(CC1)CN[C@@H]1C=C([C@@H]([C@@H]([C@H]1O)O)O)CF)F (1S,2S,3S,6R)-6-(((4,4-difluorocyclohexyl)methyl)amino)-4-(fluoromethyl)cyclohex-4-ene-1,2,3-triol